(2S,4R)-N-[2-[6-[[5-(4-fluorophenyl)thiazol-2-yl]amino]imidazo[4,5-c]pyridin-1-yl]ethyl]-4-hydroxy-pyrrolidine-2-carboxamide FC1=CC=C(C=C1)C1=CN=C(S1)NC1=CC2=C(C=N1)N=CN2CCNC(=O)[C@H]2NC[C@@H](C2)O